C(C)OC(=O)C1CCN(CC1)C1=C2CCN(C2=CC=C1)C(=O)OCC1=CC=CC=C1 benzyl 4-(4-ethoxycarbonyl-1-piperidyl)indoline-1-carboxylate